(1R,4r)-4-((R)-1-(((R)-4-(((R)-2-(azepan-1-yl)-1-(1-methyl-1H-pyrazol-4-yl)ethyl)amino)-6-phenyl-5,6,7,8-tetrahydroquinazolin-2-yl)amino)propyl)cyclohexane-1-carboxylic acid N1(CCCCCC1)C[C@@H](C=1C=NN(C1)C)NC1=NC(=NC=2CC[C@H](CC12)C1=CC=CC=C1)N[C@H](CC)C1CCC(CC1)C(=O)O